4-(trifluoromethyl)-2-[[2-(trimethylsilyl)ethoxy]methyl]-2,3-dihydropyridazin-3-one FC(C=1C(N(N=CC1)COCC[Si](C)(C)C)=O)(F)F